OC1=C(C=CC(=N1)C1CCC(CC1)=O)OC 4-(6-hydroxy-5-methoxypyridin-2-yl)cyclohexan-1-one